5-(3-chloro-2,6-difluorophenoxy)-3,3-difluoro-2-(4-fluorophenyl)hexan-2-ol ClC=1C(=C(OC(CC(C(C)(O)C2=CC=C(C=C2)F)(F)F)C)C(=CC1)F)F